[N+](=O)([O-])C1=CC(=C(C=C1Cl)OC(C(C(F)(F)F)F)(F)F)Cl 4-nitro-2,5-dichloro-1-(1,1,2,3,3,3-hexafluoropropoxy)benzene